1-[4-[6-(1,3-dimethylpyrazol-4-yl)pyrazolo[1,5-a]pyrazin-4-yl]oxyazepan-1-yl]prop-2-en-1-one CN1N=C(C(=C1)C=1N=C(C=2N(C1)N=CC2)OC2CCN(CCC2)C(C=C)=O)C